((2,4,6-trimethoxyphenyl) methyl) trifluoromethanesulfonate FC(S(=O)(=O)OCC1=C(C=C(C=C1OC)OC)OC)(F)F